FC=1C=C(C=C(C1CNC(OC(C)(C)C)=O)OC)C1=C(C(=CC=C1)C1=C(C(=CC=C1)NC(=O)C=1C(N(C=CC1)C)=O)C)C tert-butyl ((3-fluoro-5-methoxy-2',2''-dimethyl-3''-(1-methyl-2-oxo-1,2-dihydropyridine-3-carboxamido)-[1,1':3',1''-terphenyl]-4-yl)methyl)carbamate